O.N1(CCOCC1)CCS(=O)(=O)O 2-(N-morpholinyl)ethanesulfonic acid-hydrate